C1(CCCCC1)N1CCN(C2=CC=CC=C12)C(=O)N1CCCCC1 (4-Cyclohexyl-3,4-dihydroquinoxaline-1(2H)-yl)(piperidin-1-yl)methanone